C1=NC(=C2C(=N1)N(C=N2)[C@H]3[C@@H]([C@@H]([C@H](O3)COP(=O)(O)OP(=O)(O)O)O)O)N The molecule is a purine ribonucleoside 5'-diphosphate having adenine as the nucleobase. It has a role as a human metabolite and a fundamental metabolite. It is an adenosine 5'-phosphate and a purine ribonucleoside 5'-diphosphate. It is a conjugate acid of an ADP(3-) and an ADP(2-).